FC=1C=CC(=C2C=C(N(C12)CCNC1=NC=NC(=C1)C1=CC=C(C=C1)N1N=CC=C1)C)OC [2-(7-Fluoro-4-methoxy-2-methyl-indol-1-yl)-ethyl]-[6-(4-pyrazol-1-yl-phenyl)-pyrimidin-4-yl]-amine